(biphenyl)-2-ol C=1(C(=CC=CC1)O)C1=CC=CC=C1